(E)-3-(3'-hydroxy-4'-methoxyphenyl)-2-(3',4',5'-trimethoxyphenyl)-2-propenoic acid glycinate NCC(=O)O.OC=1C=C(C=CC1OC)/C=C(/C(=O)O)\C1=CC(=C(C(=C1)OC)OC)OC